BrC=1C=CC=2C(N1)=CN(N2)C2C(COC2)O 4-(5-bromo-2H-pyrazolo[4,3-b]pyridin-2-yl)tetrahydrofuran-3-ol